NC1=CC=C2C(=NN(C2=C1F)C)C1C(NC(CC1)=O)=O 3-(6-amino-7-fluoro-1-methyl-1H-indazol-3-yl)piperidine-2,6-dione